N[C@@H](CC(=O)[O-])C=1C=C(C=C(C1F)C(F)(F)F)C1=C(C=CC=C1C)C (S)-3-amino-3-(4-fluoro-2',6'-dimethyl-5-(trifluoro Methyl)-[1,1'-biphenyl]-3-yl)propionate